1-[3-(trifluoromethyl)-1,2-oxazol-4-yl]Methylamine FC(C1=NOC=C1CN)(F)F